C(C#CC)(=O)N1CCC(CC1)N1C=NC=2C(=NC=3C(N(C=CC3C21)C2=CC(=CC1=CC=CC=C21)O)=O)N2CC(C2)N(C)C (2S,4S)-1-(but-2-ynoyl)-4-(4-(3-(dimethylamino)azetidin-1-yl)-7-(3-hydroxynaphthalen-1-yl)-6-oxo-6,7-dihydro-1H-imidazo[4,5-c][1,7]naphthyridin-1-yl)piperidin